FC1(CC(C1)C1=NC(=NO1)C=1C=C(C(=C(C1)NC(=O)C1=CN=C2N1C=CC(=C2)N2CCN(CC2)C(=O)OC(C)(C)C)C)F)F tert-butyl 4-(3-((5-(5-(3,3-difluorocyclobutyl)-1,2,4-oxadiazol-3-yl)-3-fluoro-2-methylphenyl)carbamoyl)imidazo[1,2-a]pyridin-7-yl)piperazine-1-carboxylate